ClC1=C(C=C(C=C1)Cl)C=C 2,5-dichlorophenyl-ethylene